4-methyl-7-((4-methyl-6-(4-(trifluoromethyl)piperidin-1-yl)pyridin-3-yl)amino)-2H-benzo[b][1,4]oxazin-3(4H)-one CN1C2=C(OCC1=O)C=C(C=C2)NC=2C=NC(=CC2C)N2CCC(CC2)C(F)(F)F